tert-Butyl 3-(6-{(S)-benzyloxycarbonylamino[4-(trifluoromethyl)cyclohexyl]methyl}-imidazo[1,2-b][1,2,4]triazin-3-yl)-1,1-dioxo-1,4-thiazinane-4-carboxylate C(C1=CC=CC=C1)OC(=O)N[C@H](C=1N=C2N(N=CC(=N2)C2CS(CCN2C(=O)OC(C)(C)C)(=O)=O)C1)C1CCC(CC1)C(F)(F)F